(2E,4E)-5-(4-hydroxyphenyl)-1-(piperidin-1-yl)penta-2,4-dien-1-one OC1=CC=C(C=C1)/C=C/C=C/C(=O)N1CCCCC1